25-[3-(3,3,3-trifluoro-2,2-dimethyl-propoxy)pyrazol-1-yl]-20λ6-thia-14,21,23,27-tetrazatetracyclo[20.3.1.115,19.02,7]heptacosa-1(26),2,4,6,15(27),16,18,22,24-nonaene 20,20-dioxide FC(C(COC1=NN(C=C1)C1=CN=C2NS(C3=CC=CC(NCCCCCCC4=CC=CC=C4C1=C2)=N3)(=O)=O)(C)C)(F)F